methyl 4-[3-(difluoromethyl)-4-[(5-morpholinopyrazolo[1,5-a]pyrimidine-3-carbonyl)amino]pyrazol-1-yl]cyclohexanecarboxylate FC(C1=NN(C=C1NC(=O)C=1C=NN2C1N=C(C=C2)N2CCOCC2)C2CCC(CC2)C(=O)OC)F